[Si](C1=CC=CC=C1)(C1=CC=CC=C1)(C(C)(C)C)OC[C@@]12CCCN2[C@@H](CC1)CCC=O 3-((3S,7aR)-7a-(((Tert-butyldiphenylsilyl)oxy)methyl)hexahydro-1H-pyrrolizin-3-yl)propanal